(4S,5S)-5-fluoro-1-(4-fluoroindol-1-yl)-3-(methylsulfonyl)-5,6-dihydro-4H-cyclopenta[c]thiophen-4-ol F[C@@H]1[C@H](C=2C(=C(SC2S(=O)(=O)C)N2C=CC3=C(C=CC=C23)F)C1)O